NC1=CC(=NC(N1O)=N)N1CCCCC1 6-amino-1,2-dihydro-1-hydroxy-2-imino-4-piperidinopyrimidine